cyclopentadienyl-(dimethylbenzamidine) hafnium dibromide [Br-].[Br-].[Hf+2].C1(C=CC=C1)C1=C(C(=C(C(=N)N)C=C1)C)C